tert-butyl 4-(4-chloropyridin-3-yl)piperazine-1-carboxylate ClC1=C(C=NC=C1)N1CCN(CC1)C(=O)OC(C)(C)C